CC(CCOC1CCNCC1)C 4-(3-methylbutoxy)piperidin